C(C)(C)(C)C=1C(=C(C=C(C1)C1=NN(C=C1)C(C)C)S(=O)(=O)N)OC tert-butyl-5-(1-isopropylpyrazol-3-yl)-2-methoxy-benzenesulfonamide